BrC=1C=C2C(=C(C(NC2=C2C=CN=CC12)=O)[N+]1=CC=CC=C1)C1=C2C=NNC2=C(C=C1)F 6-bromo-4-(7-fluoro-1H-indazol-4-yl)-3-pyridin-1-ium-1-yl-1H-1,8-phenanthroline-2-one